C(C1=CC=C(C(=O)OC2=C(C=C(C=C2CC2=C(C(=CC(=C2)C)C(C)(C)C)O)C)C(C)(C)C)C=C1)(=O)OC1=C(C=C(C=C1CC1=C(C(=CC(=C1)C)C(C)(C)C)O)C)C(C)(C)C bis[2-t-butyl-4-methyl-6-(2-hydroxy-3-t-butyl-5-methylbenzyl) phenyl] terephthalate